1-Pentyl-1-ethylpiperidinium methansulfonat CS(=O)(=O)[O-].C(CCCC)[N+]1(CCCCC1)CC